N-(5-(5-(difluoromethyl)-1,2,4-oxadiazol-3-yl)-2,3-dihydro-1H-inden-1-yl)-2,6-dimethylisonicotinamide FC(C1=NC(=NO1)C=1C=C2CCC(C2=CC1)NC(C1=CC(=NC(=C1)C)C)=O)F